ClC1=CC=C(C=C1)N1C(=C(C(CC1OC)C1=CC=CC=C1)C(=O)OCC)C ethyl 1-(4-chlorophenyl)-6-methoxy-2-methyl-4-phenyl-1,4,5,6-tetrahydro-3-pyridinecarboxylate